C(C)(C)(C)C1=C(C=CC(=C1)C(C)(C)C)C1=C(C(=C(C(=C1C1=CC=C(C=C1)P(O)O)C1=C(C=C(C=C1)C(C)(C)C)C(C)(C)C)C1=C(C=C(C=C1)C(C)(C)C)C(C)(C)C)P(O)O)C1=C(C=C(C=C1)C(C)(C)C)C(C)(C)C.C1=NNC=2C1=C1C=3CCCCC3C(=NC1=CC2)C2=CC=C(C=N2)O 6-(8,9,10,11-tetrahydro-3H-pyrazolo[4,3-a]phenanthridin-7-yl)pyridin-3-ol tetrakis(2,4-di-tert-butylphenyl)[1,1-biphenyl]-4,4'-diylbisphosphonite